CN1N=C(C=C1[Sn](CCCC)(CCCC)CCCC)C(F)(F)F 1-methyl-5-(tributylstannyl)-3-(trifluoromethyl)-1H-pyrazole